FC1=CC=C(C=C1)C1=NSC=N1 (4-fluorophenyl)-1,2,4-thiadiazole